1-(2-fluorobenzyl)-1H-1,2,3-triazole-4-nitrile FC1=C(CN2N=NC(=C2)C#N)C=CC=C1